NC=1C(NC2=C3C=C(C=NC3=C(C=C2C1C1=C2C=NN(C2=C(C(=C1)F)F)C1OCCCC1)Br)F)=O 3-amino-6-bromo-4-[6,7-difluoro-1-(oxan-2-yl)indazol-4-yl]-9-fluoro-1H-1,7-phenanthrolin-2-one